5-(1-(1-methylcyclohexyloxycarbonyl)-octahydro-4,7-methyleneinden-5-yloxycarbonyl)-7-oxo-bicyclo[2.2.1]Hept-2-ene CC1(CCCCC1)OC(=O)C1CCC2C3C(CC(C12)C3)OC(=O)C3C1C=CC(C3)C1=O